ClC=1C(=C(C=CC1)CC(=O)O)C1CC1 (3-chloro-2-cyclopropylphenyl)acetic acid